(5-oxo-2,3,4,5-tetrahydrobenzo[f][1,4]oxazepin-7-yl)-5-amino-1H-indole-2-carboxamide O=C1NCCOC2=C1C=C(C=C2)N2C(=CC1=CC(=CC=C21)N)C(=O)N